COC1=CC=C(C=C1)C1=NOC(=N1)N1CCN(CC1)C(=O)NCCCN1CCC(CC1)C(F)(F)F 4-(3-(4-Methoxyphenyl)-1,2,4-oxadiazol-5-yl)-N-(3-(4-(trifluoromethyl)piperidin-1-yl)propyl)piperazine-1-carboxamide